OC1=CC=C(C=C1)C1=NC(=NC(=N1)C1=CC=C(C=C1)O)C1=CC=C(C=C1)O 2,4,6-tri(4-hydroxyphenyl)-s-triazine